methyl 3-(4-(N,N-dimethylsulfamoyl) benzyl)-1-hydroxy-2-methyl-1H-indole-5-carboxylate CN(S(=O)(=O)C1=CC=C(CC2=C(N(C3=CC=C(C=C23)C(=O)OC)O)C)C=C1)C